ClC=1C=C(C=CC1C(N(C)C)=O)C1=NC=CC(=C1)C1=CCN(CC1)C(=O)OC(C)(C)C tert-butyl 4-(2-(3-chloro-4-(dimethylcarbamoyl)phenyl)pyridin-4-yl)-5,6-dihydropyridine-1(2H)-carboxylate